(3R*,4R*)-1-Cyclohexyl-4-{[5-(2,4-difluoro-phenyl)-isoxazole-3-carbonyl]-amino}-piperidine-3-carboxylic acid (2,2,2-trifluoro-1-pyridin-2-yl-ethyl)-amide FC(C(C1=NC=CC=C1)NC(=O)[C@@H]1CN(CC[C@H]1NC(=O)C1=NOC(=C1)C1=C(C=C(C=C1)F)F)C1CCCCC1)(F)F |o1:12,17|